N1=C(C=CC=C1)CC(CC)=O 1-(2-pyridinyl)-2-butanone